(R or S)-9-fluoro-7-methoxy-2-(1-(1-methyl-1H-pyrazol-4-yl)piperidin-3-yl)-[1,2,4]triazolo[1,5-c]quinazolin-5-amine FC1=CC=2C=3N(C(=NC2C(=C1)OC)N)N=C(N3)[C@H]3CN(CCC3)C=3C=NN(C3)C |o1:17|